(R)-N-methyl-5-(2-methyl-4-((4-methyl-2-oxo-3-(trifluoromethyl)-1,2-dihydro-1,6-naphthyridin-7-yl)methyl)piperazin-1-yl)picolinamide CNC(C1=NC=C(C=C1)N1[C@@H](CN(CC1)CC1=NC=C2C(=C(C(NC2=C1)=O)C(F)(F)F)C)C)=O